C1(=C(C=CC=C1)C(C(=O)[O-])(C1=C(C=CC=C1)C)C1=C(C=CC=C1)C)C tritolyl-acetate